2-[(6-fluoro-2-methyl-1,2,3,4-tetrahydroisoquinolin-7-yl)amino]-4-{[2-(hydroxymethyl)phenyl]amino}pyrimidine-5-carboxamide FC=1C=C2CCN(CC2=CC1NC1=NC=C(C(=N1)NC1=C(C=CC=C1)CO)C(=O)N)C